8-((3-benzoylaminopropyl)(8-(heptadec-9-yloxy)-8-oxooctyl)amino)octanoic acid 3-butylheptyl ester C(CCC)C(CCOC(CCCCCCCN(CCCCCCCC(=O)OC(CCCCCCCC)CCCCCCCC)CCCNC(C1=CC=CC=C1)=O)=O)CCCC